3-[2-(3,4-dichlorophenoxy)acetamido]-N-[5-(trifluoromethoxy)pyridin-2-yl]bicyclo[1.1.1]pentane-1-carboxamide ClC=1C=C(OCC(=O)NC23CC(C2)(C3)C(=O)NC3=NC=C(C=C3)OC(F)(F)F)C=CC1Cl